C(C)(C)NC1CCC(CC1)N1C(NC2=C1C=C(C(=C2)C=2C=C(C=1N(C2)N=CN1)C)C)=O 1-((1s,4s)-4-(isopropylamino)cyclohexyl)-6-methyl-5-(8-methyl-[1,2,4]triazolo[1,5-a]pyridin-6-yl)-1,3-dihydro-2H-benzo[d]imidazol-2-one